1-(4-((5-fluoro-4-(3-(3-hydroxyazetidine-1-carbonyl)phenyl)pyrimidin-2-yl)amino)piperidin-1-yl)ethan-1-one FC=1C(=NC(=NC1)NC1CCN(CC1)C(C)=O)C1=CC(=CC=C1)C(=O)N1CC(C1)O